8-bromo-6-chloro-N-methyl-N-[1-(2-pyrimidin-2-yl-1,2,4-triazol-3-yl)ethyl]quinazolin-4-amine BrC=1C=C(C=C2C(=NC=NC12)N(C(C)C=1N(N=CN1)C1=NC=CC=N1)C)Cl